5,6-Dihydro-4H-pyrrolo[3,4-d][1,3]oxazol-2-yl-(3-hydroxy-5,7-dihydro-4H-[1,2]oxazolo[5,4-c]pyridin-6-yl)methanone O1C(=NC2=C1CNC2)C(=O)N2CC1=C(CC2)C(=NO1)O